1-(9-ethyl-2-(3-(1-methyl-1H-pyrazol-3-yl)phenyl)-6-morpholino-9H-purin-8-yl)ethanone C(C)N1C2=NC(=NC(=C2N=C1C(C)=O)N1CCOCC1)C1=CC(=CC=C1)C1=NN(C=C1)C